OC(CCCCCCCCCCCCCCCCCC(=O)O)CC=CC 19-Hydroxy-tricos-21-enoic acid